ClC=1C=C(C=CC1Cl)CNC=1NC(C=2C(N1)=CN(N2)CC2N1CCC(C2O)CC1)=O 5-[(3,4-dichlorophenyl)methylamino]-2-[(3-hydroxyquinuclidin-2-yl)methyl]-6H-pyrazolo[4,3-d]pyrimidin-7-one